N-(4-(2-(4-methoxyphenyl)propan-2-yl)thiazol-2-yl)-4-(2-(piperazin-1-yl)ethoxy)benzamide tert-Butyl-4-(4-cyanophenyl)-4-fluoropiperidine-1-carboxylate C(C)(C)(C)OC(=O)N1CCC(CC1)(F)C1=CC=C(C=C1)C#N.COC1=CC=C(C=C1)C(C)(C)C=1N=C(SC1)NC(C1=CC=C(C=C1)OCCN1CCNCC1)=O